CC1(O[C@H](C2=CC=CC=C2C1)[C@H]1NCCC1)C (S)-2-((R)-3,3-dimethylisochroman-1-yl)pyrrolidine